(2R,6S)-N-{[2-(2,2-dimethylpropyl)-2-azaspiro[3.3]heptan-6-yl]methyl}-2,6-dimethyl-4-[5-(trifluoromethyl)pyrazin-2-yl]piperazine-1-carboxamide CC(CN1CC2(C1)CC(C2)CNC(=O)N2[C@@H](CN(C[C@@H]2C)C2=NC=C(N=C2)C(F)(F)F)C)(C)C